3-bromo-4-methoxy-5,6,7,8-tetrahydroquinoline 1-oxide BrC=1C=[N+](C=2CCCCC2C1OC)[O-]